ethyl (S)-2-(((4-methyl-3-(((R)-1-(naphthalen-1-yl)ethyl) carbamoyl) phenyl) amino) methyl)pyrrolidine-1-carboxylate CC1=C(C=C(C=C1)NC[C@H]1N(CCC1)C(=O)OCC)C(N[C@H](C)C1=CC=CC2=CC=CC=C12)=O